tert-butyl 3-[(6-cyano-5-methylthiopyridin-3-yl)amino]-2-hydroxy-2-methyl-3-oxo-propionate C(#N)C1=C(C=C(C=N1)NC(C(C(=O)OC(C)(C)C)(C)O)=O)SC